OC1=C(C(=CC(=C1)C(F)(F)F)C)C1=CC=C2C(=N1)N=C(O2)N2CC1=CN(C(C=C1C2)=O)C 2-[5-[2-Hydroxy-6-methyl-4-(trifluoromethyl)phenyl]oxazolo[4,5-b]pyridin-2-yl]-5-methyl-1,3-dihydropyrrolo[3,4-c]pyridin-6-one